2,2-Difluoro-N-(4-(6-(1-hydroxybutyl)-4-methylpyridin-3-yl)-[1,2,4]triazolo[1,5-a][1,6]naphthyridin-8-yl)cyclopropane-1-carboxamide FC1(C(C1)C(=O)NC1=NC=C2C=C(C=3N(C2=C1)N=CN3)C=3C=NC(=CC3C)C(CCC)O)F